3-difluoromethyl-1-methyl-1H-pyrazole-4-carboxylic acid [2-(2,4,6-trichloro-3-methylphenyl)-1-methyl-ethyl]-methoxy-amide ClC1=C(C(=CC(=C1C)Cl)Cl)CC(C)N(C(=O)C=1C(=NN(C1)C)C(F)F)OC